N-(3-chlorophenyl)-5-(2-(((1R,3R)-3-hydroxycyclohexyl)amino)-2-oxoacetyl)-1,2,4-trimethyl-1H-pyrrole-3-carboxamide ClC=1C=C(C=CC1)NC(=O)C1=C(N(C(=C1C)C(C(=O)N[C@H]1C[C@@H](CCC1)O)=O)C)C